butyl-pyrrole bis(trifluoromethanesulfonyl)imide salt [N-](S(=O)(=O)C(F)(F)F)S(=O)(=O)C(F)(F)F.C(CCC)C=1NC=CC1